6-benzylidene-beta-D-glucose C(C1=CC=CC=C1)=C([C@@H]1[C@H]([C@@H]([C@H]([C@H](O)O1)O)O)O)O